2,2-dimethoxy-1-benzyl-1-aza-2-silacyclopentane CO[Si]1(N(CCC1)CC1=CC=CC=C1)OC